C(C1=CC=CC=C1)OCC1C(C1C)C(=O)OC(C)(C)C tert-butyl 2-[(benzyloxy) methyl]-3-methylcyclopropane-1-carboxylate